ClC(C(F)(F)S(F)(F)(F)(F)C1=CC=CC=C1)(F)F (2-chlorotetrafluoroethyltetrafluoro-λ6-sulfanyl)benzene